ClC[C@H](O)C=1C=C(C=CC1)O R-3-(2-chloro-1-hydroxyethyl)phenol